(1S,2R)-N1-benzyl-3,3-difluoro-N1-[(3S)-1-(propan-2-yl)pyrrolidin-3-yl]cyclohexane-1,2-diamine C(C1=CC=CC=C1)N([C@@H]1[C@H](C(CCC1)(F)F)N)[C@@H]1CN(CC1)C(C)C